(R)-N-(5-(5-cyclopropyl-1,2,4-oxadiazol-3-yl)-2,3-dihydro-1H-inden-1-yl)-4-methyloxazole-5-carboxamide C1(CC1)C1=NC(=NO1)C=1C=C2CC[C@H](C2=CC1)NC(=O)C1=C(N=CO1)C